C(CC)NC=1N=C(C2=C(N1)NC=C2)NCCC 2,4-bis-(n-propyl)amino-7H-pyrrolo[2,3-d]pyrimidine